ClC=1C=CC(=C(C1)C1=CC(=C(N=N1)SC)NC1=CC(=NC=C1)NC(CCN1CCN(CC1)C)=O)F N-(4-{[6-(5-chloro-2-fluoro-phenyl)-3-(methylsulfanyl)-pyridazin-4-yl]amino}pyridin-2-yl)-3-(4-methylpiperazin-1-yl)propanamide